(R)-N-methyl-1-(5-(trifluoromethyl)pyrazin-2-yl)ethan-1-amine CN[C@H](C)C1=NC=C(N=C1)C(F)(F)F